C(CC)C1(NC(CCCC1)(CCC)CCC)CCC 2,2,7,7-tetra-n-propylazepane